N1(CCCC1)CCN 2-(1-pyrrolidinyl)ethylamine